The molecule is a carbohydrazide obtained by formal condensation of the carboxy group of 1-(2,4-dichlorophenyl)-5-(4-iodophenyl)-4-methyl-1H-pyrazole-3-carboxylic acid with the amino group of 1-aminopiperidine. An antagonist at the CB1 cannabinoid receptor. It has a role as a CB1 receptor antagonist, an apoptosis inducer, an antidepressant and an antineoplastic agent. It is a member of pyrazoles, a dichlorobenzene, an organoiodine compound, an amidopiperidine and a carbohydrazide. CC1=C(N(N=C1C(=O)NN2CCCCC2)C3=C(C=C(C=C3)Cl)Cl)C4=CC=C(C=C4)I